NC1=CC(=NC=C1)N(C(C)=O)C1=CC(=CC=C1)C(F)(F)F N-(4-aminopyridin-2-yl)-N-[3-(trifluoromethyl)phenyl]acetamide